2,3,4,5,6-pentafluoro-2,3,4,5,6-pentafluorophenyl benzoate C(C1=CC=CC=C1)(=O)OC1C(C(C(C(C1(F)F)(F)F)(F)F)(F)F)(F)F